1-chloro-1,1,2,2-tetrafluoropropane ClC(C(C)(F)F)(F)F